O=C1NC(CCC1N1C(C2=CC=CC(=C2C1=O)N1CCN(CC1)C(CCCC(=O)O)=O)=O)=O 5-(4-(2-(2,6-dioxopiperidin-3-yl)-1,3-dioxoisoindolin-4-yl)piperazin-1-yl)-5-oxopentanoic acid